[V].[Tb] terbium vanadium